C[C@]1(CO[C@@](C(=N1)N)(C)C(F)(F)F)C2=C(C=CC(=N2)NC(=O)C3=C(C=C(C=N3)C(F)(F)F)Cl)F (Trifluoromethyl)pyridine-2-carboxamide